3-((3S,5R)-3,5-dimethylpiperazin-1-yl)propyl 6-(5-(6-methylpyridin-2-yl)-1H-imidazol-4-yl)quinoline-3-carboxylate CC1=CC=CC(=N1)C1=C(N=CN1)C=1C=C2C=C(C=NC2=CC1)C(=O)OCCCN1C[C@@H](N[C@@H](C1)C)C